ClC=1C(=NC(=NC1)NC1=C(C=C(C(=C1)CC)N1CCC2(CC(C2)N(C)C)CC1)OC)NC1=CC=C(C(=C1P(C)(C)=O)C)C (6-((5-chloro-2-((4-(2-(dimethylamino)-7-azaspiro[3.5]nonan-7-yl)-5-ethyl-2-methoxyphenyl)amino)pyrimidin-4-yl)amino)-2,3-dimethylphenyl)dimethylphosphine oxide